ClC1=C2C(=NC(=C1)C=1C(=NC(=NC1)OC)OC)N(N=C2)C 4-Chloro-6-(2,4-dimethoxypyrimidin-5-yl)-1-methyl-1H-pyrazolo[3,4-b]pyridine